rac-(3aR,5R,7S,7aR)-5-(2-methoxyphenyl)-1,3,3,7-tetramethylocta-hydrobenzo[c]isoxazole COC1=C(C=CC=C1)[C@H]1C[C@@H]2[C@H](N(OC2(C)C)C)[C@H](C1)C |r|